2-(1-methyl-7-oxo-3-((4-(trifluoromethyl)phenyl)amino)-1,7-dihydro-6H-pyrazolo[4,3-d]pyrimidin-6-yl)-N-(4-(2-(methylsulfonyl)propan-2-yl)phenyl)acetamide CN1N=C(C=2N=CN(C(C21)=O)CC(=O)NC2=CC=C(C=C2)C(C)(C)S(=O)(=O)C)NC2=CC=C(C=C2)C(F)(F)F